sodium N-[4-(4-chlorophenyl)-1,3-thiazol-2-yl]sulfonamide ClC1=CC=C(C=C1)C=1N=C(SC1)NS(=O)=O.[Na]